5-(((((S)-1-((R)-sec-butoxy)-1-oxopropan-2-yl)amino)(phenoxy)phosphoryl)methyl)benzo[b]thiophene-2-carboxylic acid [C@@H](C)(CC)OC([C@H](C)NP(=O)(OC1=CC=CC=C1)CC1=CC2=C(SC(=C2)C(=O)O)C=C1)=O